N1(CCC1)C1=NC2=CC(=C(C=C2C(=N1)N1C(CCCC1)N)OC)OCCCN(C)C 1-(2-(azetidin-1-yl)-7-(3-(dimethylamino)propoxy)-6-methoxyquinazolin-4-yl)piperidin-2-amine